5-Methyl-3-(naphthalen-1-ylmethyl)-6-(3-(trifluoromethyl)phenyl)thieno[2,3-d]pyrimidine-2,4(1H,3H)-dione CC1=C(SC=2NC(N(C(C21)=O)CC2=CC=CC1=CC=CC=C21)=O)C2=CC(=CC=C2)C(F)(F)F